dimethyl-3,3'-Dithiodipropionate COC(CCSSCCC(=O)OC)=O